FC=1C=C(C=CC1)C=1C=C(C=NC1)C(=O)O 5-(3-fluorophenyl)pyridine-3-carboxylic acid